tert-butyl-3-[2-[4-benzyl-2-oxo-oxazolidin-3-yl]-1-[(3-bromophenyl)methyl]-2-oxo-ethyl]pyrrolidine-1-carboxylate C(C)(C)(C)OC(=O)N1CC(CC1)C(C(=O)N1C(OCC1CC1=CC=CC=C1)=O)CC1=CC(=CC=C1)Br